4-azido-3-methoxy-benzyl bromide N(=[N+]=[N-])C1=C(C=C(CBr)C=C1)OC